N-[6-(1-ethylpropylamino)-3-isopropyl-[1,2,4]triazolo[4,3-b]pyridazin-8-yl]-2-(3-pyridyl)acetamide C(C)C(CC)NC=1C=C(C=2N(N1)C(=NN2)C(C)C)NC(CC=2C=NC=CC2)=O